[C@H]12COC[C@@H]2C1NC(=O)C=1C=C(C2=C(C(CO2)C2COCCC2)C1)C(=O)NC N5-((1R,5S,6r)-3-Oxabicyclo[3.1.0]hexan-6-yl)-N7-methyl-3-(tetrahydro-2H-pyran-3-yl)-2,3-dihydrobenzofuran-5,7-dicarboxamid